2,6-dimethoxy-N-(3-methoxypropyl)-4-[5-(1-methylpyrazol-4-yl)benzimidazol-1-yl]benzamide COC1=C(C(=O)NCCCOC)C(=CC(=C1)N1C=NC2=C1C=CC(=C2)C=2C=NN(C2)C)OC